C1(CC1)C1=C(C(=NO1)C1=C(C=NC=C1Cl)Cl)/C=C/C1C2CN(CC12)C=1SC2=C(N1)C=CC(=C2)C(=O)O (E)-2-(6-(2-(5-cyclopropyl-3-(3,5-dichloropyridin-4-yl)isoxazol-4-yl)vinyl)-3-azabicyclo[3.1.0]hex-3-yl)benzo[d]thiazole-6-carboxylic acid